4-[1-(4-chlorophenyl)-7-isopropoxy-6-methoxy-3-oxo-1,4-dihydroisoquinolin-2-yl]quinoline tert-butyl-4-[2-fluoro-6-(methylcarbamoyl)-3-pyridyl]piperazine-1-carboxylate C(C)(C)(C)OC(=O)N1CCN(CC1)C=1C(=NC(=CC1)C(NC)=O)F.ClC1=CC=C(C=C1)C1N(C(CC2=CC(=C(C=C12)OC(C)C)OC)=O)C1=CC=NC2=CC=CC=C12